N-methyl-N-[[3-(tetrahydropyran-4-ylmethyl)-4-pyridyl]methyl]carbamic acid tert-butyl ester C(C)(C)(C)OC(N(CC1=C(C=NC=C1)CC1CCOCC1)C)=O